FC=1C=C(C=C(C1)C(=O)C=1C=C2N=C(C=NC2=CC1)N1CCOCC1)NC(=O)NC1=CC=C(C=C1)C(F)(F)F 1-(3-fluoro-5-(3-morpholinoquinoxaline-6-carbonyl)phenyl)-3-(4-(trifluoromethyl)phenyl)urea